C(#N)C=1C=NN2C1C(=CC(=C2)OCC(C)(C)O)C=2C=CC(=NC2)N2CC(CC2)NC(C2=C(C(=CC=C2)F)F)=O N-(1-(5-(3-cyano-6-(2-hydroxy-2-methylpropoxy)pyrazolo[1,5-a]pyridin-4-yl)pyridin-2-yl)pyrrolidin-3-yl)-2,3-difluorobenzamide